CC(C)[C-]1C=CC=C1.CC(C)[C-]1C=CC=C1.CC(C)[C-]1C=CC=C1.[Y+3] tris(isopropylcyclopentadienyl)yttrium